C(#N)[C@H](C[C@H]1C(NCC1)=O)NC(=O)[C@H]1N([C@@H]2CC([C@H]1CC2)(F)F)C(=O)C2(C1=CC=CC=C1C=1C=CC=CC21)O (1S,3S,4S)-N-[(1S)-1-cyano-2-[(3S)-2-oxopyrrolidin-3-yl]ethyl]-5,5-difluoro-2-(9-hydroxyfluorene-9-carbonyl)-2-azabicyclo[2.2.2]octane-3-carboxamide